ClC=1C=C(C2=C(N(C=N2)C(=O)NCCC(C)C)C1)N1CCN(CC1)C 6-Chloro-N-iso-pentyl-4-(4-methylpiperazin-1-yl)-1H-benzo[d]imidazole-1-carboxamide